BrC=1C=CC2=C(C3=C(OC2)C=C(C=C3)O[C@H]3CNCC3)C1 (R)-3-[(9-bromo-6H-dibenzo[b,d]pyran-3-yl)oxy]pyrrolidine